O=C1NC(CCC1N1C(N(C2=C1C=CC(=C2)CCCOCCOCCOCCOCC(=O)O)C)=O)=O 15-[1-(2,6-dioxopiperidin-3-yl)-3-methyl-2-oxo-2,3-dihydro-1H-1,3-benzodiazol-5-yl]-3,6,9,12-tetraoxapentadecanoic acid